tert-Butyl (3R)-3-({5-[2-chloro-5-(1,3,4-oxadiazol-2-yl)phenyl]-1-trityl-1H-indazol-3-yl}carbamoyl)piperidine-1-carboxylate ClC1=C(C=C(C=C1)C=1OC=NN1)C=1C=C2C(=NN(C2=CC1)C(C1=CC=CC=C1)(C1=CC=CC=C1)C1=CC=CC=C1)NC(=O)[C@H]1CN(CCC1)C(=O)OC(C)(C)C